5-(1-(2-methyl-5-((1-methylazetidin-2-yl)methoxy)benzamido)cyclopropyl)-1,2,3,4-tetrahydroquinolin-7-yl trifluoromethanesulfonate FC(S(=O)(=O)OC1=CC(=C2CCCNC2=C1)C1(CC1)NC(C1=C(C=CC(=C1)OCC1N(CC1)C)C)=O)(F)F